FC1=CC=C(C=C1)N1N=CC2=C1C=C1CCN(C[C@]1(C2)C(=O)C=2SC=CN2)S(=O)(=O)C2=CC=CC=C2 (R)-(1-(4-fluorophenyl)-6-(phenylsulfonyl)-4,4a,5,6,7,8-hexahydro-1H-pyrazolo[3,4-g]isoquinolin-4a-yl)(thiazol-2-yl)methanone